C(#N)[C@@H]1C[C@@]2(CN1C([C@@H](CC1(CC1)F)NC([C@H](C(C)(C)C)NC(C(F)(F)F)=O)=O)=O)C(NC1=CC=CC=C12)=O (S)-N-((R)-1-((3R,5'S)-5'-cyano-2-oxospiro[indoline-3,3'-pyrrolidine]-1'-yl)-3-(1-fluorocyclopropyl)-1-oxopropan-2-yl)-3,3-dimethyl-2-(2,2,2-trifluoroacetylamino)butanamide